FC1=C(NC2=[NH+]C=CC=C2)C=CC=C1.C(CCC)[N+]1(CCCC1)C 1-butyl-1-methyl-pyrrolidinium 2-(2-fluoroanilino)-pyridinium salt